(2-(difluoromethyl)phenyl)boronic acid FC(C1=C(C=CC=C1)B(O)O)F